5-(benzyloxy)-2-(6-fluorobenzo[d]oxazol-2-yl)-6-methoxy-N-(methylsulfonyl)-1,2,3,4-tetrahydroisoquinoline-3-carboxamide C(C1=CC=CC=C1)OC1=C2CC(N(CC2=CC=C1OC)C=1OC2=C(N1)C=CC(=C2)F)C(=O)NS(=O)(=O)C